triethylphenylammonium trifluoromethanesulfonate FC(S(=O)(=O)[O-])(F)F.C(C)[N+](C1=CC=CC=C1)(CC)CC